dodecyl-bis(2-hydroxyethyl)octyl-ammonium hydrochloride Cl.C(CCCCCCCCCCC)[N+](CCCCCCCC)(CCO)CCO